C(C)(=O)OC(C(=O)O)CC1=CC(=C(C=C1)OCC1=CC=CC=C1)OCC1=CC=CC=C1 2-acetoxy-3-(3,4-bis(benzyloxy)phenyl)propionic acid